3-acetamido-1-methyl-N-(2-[[(2S)-2-methylpyrrolidin-1-yl]methyl]-1-[[2-(trimethylsilyl)ethoxy]methyl]pyrrolo[3,2-c]pyridin-6-yl)indazole-6-carboxamide C(C)(=O)NC1=NN(C2=CC(=CC=C12)C(=O)NC1=CC2=C(C=N1)C=C(N2COCC[Si](C)(C)C)CN2[C@H](CCC2)C)C